4-(5-(3-amino-1,4-dimethyl-1H-pyrazol-5-yl)-5-hydroxyoctahydropentalen-2-yl)-N-(3-chloro-4-fluorophenyl)-1-methyl-1H-imidazole-5-carboxamide NC1=NN(C(=C1C)C1(CC2CC(CC2C1)C=1N=CN(C1C(=O)NC1=CC(=C(C=C1)F)Cl)C)O)C